1-(4-((S)-4-propenoyl-2-methylpiperazin-1-yl)-6,8-difluoro-2-(((S)-1-methylpyrrolidin-2-yl)methoxy)quinazolin-7-yl)-8-fluoroisoquinolin-3(2H)-one C(C=C)(=O)N1C[C@@H](N(CC1)C1=NC(=NC2=C(C(=C(C=C12)F)C=1NC(C=C2C=CC=C(C12)F)=O)F)OC[C@H]1N(CCC1)C)C